C(CCCCC)C(CCCCCCCC(C(=O)[O-])CCCCCCCCCCCCCC)(CCCCCC)CCCCCC trihexyltetradecylDecanoate